C(C)O[Si](OCC)(OCC)C12C=CC(CC1)C2 (triethoxysilyl)-2-norbornene